N-(4-hydroxyphenyl)-2-(4-methylpiperazin-1-yl)acetamide OC1=CC=C(C=C1)NC(CN1CCN(CC1)C)=O